NCCNCCC[Si](OC(C)=O)(OC(C)=O)OC(C)=O 3-(2-aminoethylamino)propyl-triacetoxysilane